2-methyl-3-(4,5-dihydroisoxazol-3-yl)-4-methylsulfonyl-benzoic acid CC1=C(C(=O)O)C=CC(=C1C1=NOCC1)S(=O)(=O)C